CC=1CC(N2C=CC=CC12)C1=CC=C(C=C1)[N+](=O)[O-] 1-methyl-3-(4-nitrophenyl)-2,3-dihydroindolizine